N-(Cyclohexylmethyl)-6-(3,6-dihydro-2H-pyran-4-yl)-N-methyl-7H-pyrrolo[2,3-d]pyrimidin-4-amine C1(CCCCC1)CN(C=1C2=C(N=CN1)NC(=C2)C=2CCOCC2)C